NC1=NC=CC=C1C1=NC=2C(=NC(=CC2)C2=CC=CC=C2)N1C1=CC=C(CN2CC3CCC(C2)N3C#N)C=C1 3-(4-(2-(2-Aminopyridin-3-yl)-5-phenyl-3H-imidazo[4,5-b]pyridin-3-yl)benzyl)-3,8-diazabicyclo[3.2.1]octane-8-carbonitrile